C1N(CCC2=CC=CC=C12)C(=O)C1=CC2=C(N=C(O2)C2C(NC(CC2)=O)=O)C=C1 3-(6-(1,2,3,4-tetrahydroisoquinoline-2-carbonyl)benzo[d]oxazol-2-yl)piperidine-2,6-dione